n-octyl maleate (n-octyl maleate) C(CCCCCCC)/C(/C(=O)O)=C/C(=O)O.C(\C=C/C(=O)O)(=O)OCCCCCCCC